C(C)S(=O)(=O)C=1C(=NC=C(C1)C(F)(F)F)C=1OC2=C(N1)C=C(C=C2)SC(F)(F)F 2-(3-ethylsulfonyl-5-trifluoromethylpyridin-2-yl)-5-(trifluoromethylsulfanyl)benzoxazole